FC1=C(C=CC=C1)NCC=1N=C(N(C1)C=1C=CC=2N(C1)C(=CN2)C(=O)N(C)C)C2=NC(=CC=C2)C 6-(4-(((2-fluorophenyl)amino)methyl)-2-(6-methylpyridin-2-yl)-1H-imidazol-1-yl)-N,N-dimethylimidazo[1,2-a]pyridine-3-carboxamide